C(C)(C)C1(CC=NO1)C 5-isopropyl-5-methyl-4,5-dihydroisoxazole